3-(5-(4-((3-hydroxypiperidin-1-yl)methyl)phenyl)-1H-pyrrolo[2,3-b]pyridin-3-yl)benzonitrile OC1CN(CCC1)CC1=CC=C(C=C1)C=1C=C2C(=NC1)NC=C2C=2C=C(C#N)C=CC2